C\C(=C/CC=1C(=C(C(=O)O)C(=CC1O)CCCCC#C)O)\CCC=C(C)C 3-[(2E)-3,7-dimethylocta-2,6-dien-1-yl]-6-(hex-5-yn-1-yl)-2,4-dihydroxybenzoic acid